CC1OC2([C@H](N1)C)CCN(CC2)C(=O)OC(C)(C)C tert-butyl (4R)-2,4-dimethyl-1-oxa-3,8-diazaspiro[4.5]decane-8-carboxylate